FC(C1=CC=CC(=N1)C(=O)N)(F)F 6-(trifluoro-methyl)pyridin-carboxamide